N1(CCCC1)C(=O)OC methyl pyrrolidine-1-carboxylate